(R)-3-chloro-4-cyclopropyl-5-(8-fluoro-2-methoxy-4-(methyl(pyrrolidin-3-yl)amino)pyrido[4,3-d]pyrimidin-7-yl)phenol ClC=1C=C(C=C(C1C1CC1)C1=C(C=2N=C(N=C(C2C=N1)N([C@H]1CNCC1)C)OC)F)O